FC=1C(NC(N(C1)[C@H]1C[C@@H]2OP(OC[C@H]2O1)(=O)OCCCCCCCC)=O)=O 5-fluoro-1-((4aR,6R,7aS)-2-(octyloxy)-2-oxotetrahydro-4H-furo[3,2-d][1,3,2]dioxaphosphorin-6-yl)pyrimidine-2,4(1H,3H)-dione